C(C)(=O)C1=C(C2=C(N=C(N=C2)NC2=NC=C(C=C2)N2CCC(CC2)C(C2=CC=C(C=C2)COC2OCCCC2)(F)F)N(C1=O)C1CCCC1)C 6-acetyl-8-cyclopentyl-2-((5-(4-(difluoro(4-(((tetrahydro-2H-pyran-2-yl)oxy)methyl)phenyl)methyl)piperidin-1-yl)pyridin-2-yl)amino)-5-methylpyrido[2,3-d]pyrimidin-7(8H)-one